[Br-].C(C)OC(=O)CCCC[P+](C1=CC=CC=C1)(C1=CC=CC=C1)C1=CC=CC=C1 4-ethoxycarbonyl-butyl-triphenyl-phosphonium bromide